CC=1C=C(C=NNC2=C3N=CN(C3=NC(=N2)N2CCOCC2)CC(=O)C2=NC=CC=C2)C=CC1 2-(6-(2-(3-methylbenzylidene)hydrazinyl)-2-morpholino-9H-purin-9-yl)-1-(pyridin-2-yl)ethane-1-on